ClC=1C=CC=2C(=NC=C(N2)N2CCC3(CC2)[C@@H](C2=CC=CC(=C2C3)OC)N[S@](=O)C(C)(C)C)N1 (R)-N-((S)-1'-(6-chloropyrido[2,3-b]pyrazin-2-yl)-4-methoxy-1,3-dihydrospiro[indene-2,4'-piperidin]-1-yl)-2-methylpropane-2-sulfinamide